C(C)OC(C1=NC=C(C=C1Cl)C(F)(F)F)=O 3-chloro-5-(trifluoromethyl)picolinic acid ethyl ester